ethyl 5-((diphenylmethylene) amino)-6-methyl-1-((2-(trimethylsilyl) ethoxy) methyl)-1H-pyrrolo[3,2-b]pyridine-2-carboxylate C1(=CC=CC=C1)C(C1=CC=CC=C1)=NC1=C(C=C2C(=N1)C=C(N2COCC[Si](C)(C)C)C(=O)OCC)C